CNC(CCCCCCCCCCCN1CC(C(C1)C(=O)N[C@@H]1[C@H](C1)C1=CC=CC=C1)C(=O)N)=O (12-(methylamino)-12-oxododecyl)-N4-((1S,2R)-2-phenyl-cyclopropyl)pyrrolidine-3,4-dicarboxamide